ClC=1C=NC(=C2C(C=C(N(C12)C1=C(C=C(C=C1Cl)F)Cl)C)=O)CCCSC 8-chloro-1-(2,6-dichloro-4-fluorophenyl)-2-methyl-5-(3-(methylthio)propyl)-1,6-naphthyridin-4(1H)-one